isopropylpyridine cobalt(II) [Co+2].C(C)(C)C1=NC=CC=C1